[4-(5-cyclopropyl-4H-1,2,4-triazol-3-yl)-2-pyrrolidin-1-ylphenyl]-(4-methyl-2-phenylpiperazin-1-yl)methanone 1,2,3,6-tetrahydropyridin-4-yl-triflate N1CCC(=CC1)OS(=O)(=O)C(F)(F)F.C1(CC1)C=1NC(=NN1)C1=CC(=C(C=C1)C(=O)N1C(CN(CC1)C)C1=CC=CC=C1)N1CCCC1